CC(C)NC(O[C@H]1C[C@H](CC1)C1=CC(=NN1)NC(CC1=NOC(=C1)C)=O)=O (1R,3S)-3-(3-{[(5-methyl-1,2-oxazol-3-yl)acetyl]-amino}-1H-pyrazol-5-yl)cyclopentyl propan-2-ylcarbamate